CON(C([C@H](C)NC(OC(C)(C)C)=O)=O)C tert-Butyl N-[(1S)-2-[methoxy(methyl)amino]-1-methyl-2-oxo-ethyl]carbamate